COCCOCCN1N=C(C(=C1)N1C(=CC=CC1)C1=C(C=NC=C1)C)C1=NC=CC=C1 N-(1-(2-(2-Methoxyethoxy)ethyl)-3-(pyridin-2-yl)-1H-pyrazol-4-yl)-3'-methyl-[2,4'-bipyridin]